8-(isopropylamino)-2-(((1r,3r)-3-(methylamino)cyclobutyl)amino)pyrido[3,4-d]pyrimidine-6-carbonitrile C(C)(C)NC1=NC(=CC2=C1N=C(N=C2)NC2CC(C2)NC)C#N